2-(9-(4-fluorophenyl)-6-oxaspiro[4.5]dec-8-en-8-yl)-N-((3-methoxythiophen-2-yl)methyl)ethylamine hydrochloride Cl.FC1=CC=C(C=C1)C1=C(COC2(CCCC2)C1)CCNCC=1SC=CC1OC